methyl 2-bromo-5-((4-((2-cyclopropylethyl)amino)-5-fluoropyrimidin-2-yl)amino)-benzoate BrC1=C(C(=O)OC)C=C(C=C1)NC1=NC=C(C(=N1)NCCC1CC1)F